(E)-N-(2-amino-4-fluorophenyl)-6-(3-benzylidene-2,5-diketopyrrolidinyl)hexanamide NC1=C(C=CC(=C1)F)NC(CCCCCN1C(/C(/CC1=O)=C/C1=CC=CC=C1)=O)=O